N-((1-(3-chlorophenyl)-1H-tetrazol-5-yl)methyl)-N-cyclohexylamine ClC=1C=C(C=CC1)N1N=NN=C1CNC1CCCCC1